(R)-N-((S)-1-(4-(3,3-dimethyl-2-oxoindolin-1-yl)piperidin-1-yl)-1-oxo-4-phenylbutan-2-yl)piperidine-3-carboxamide benzenesulfonic acid salt C1(=CC=CC=C1)S(=O)(=O)O.CC1(C(N(C2=CC=CC=C12)C1CCN(CC1)C([C@H](CCC1=CC=CC=C1)NC(=O)[C@H]1CNCCC1)=O)=O)C